C(C)OC(=O)C=1C(=C(C(=CC1)SC)C1=NOC(C1)C(=O)OC)C methyl 3-(3-(ethoxycarbonyl)-2-methyl-6-(methylthio) phenyl)-4,5-dihydroisoxazole-5-carboxylate